C1(CC1)C1=CC=C(C=N1)N1CC(C1)CC(=O)N1CC=2N=C(N=C(C2C1C)OC)C#N 6-(2-(1-(6-Cyclopropylpyridin-3-yl)azetidin-3-yl)acetyl)-4-methoxy-5-methyl-6,7-dihydro-5H-pyrrolo[3,4-d]pyrimidine-2-carbonitrile